CC([C@@H](C(N1[C@@H](CCCCC1)C(=O)N1C[C@H](CC1)C1=CC=CC=C1)=O)NC(=O)C1=CC2=C(S1)C=CC(=C2)C(F)(F)P(O)(O)=O)(C)C ((2-(((S)-3,3-dimethyl-1-oxo-1-((S)-2-((R)-3-phenylpyrrolidine-1-carbonyl)azepan-1-yl)butan-2-yl)carbamoyl)benzo[b]thiophen-5-yl)difluoromethyl)phosphonic acid